4-fluoro-N-(4-fluoro-5-(2-(piperazin-1-yl)pyrimidin-5-yl)-2-((3R,5S)-3,4,5-trimethylpiperazin-1-yl)phenyl)-2-(trifluoromethyl)benzamide FC1=CC(=C(C(=O)NC2=C(C=C(C(=C2)C=2C=NC(=NC2)N2CCNCC2)F)N2C[C@H](N([C@H](C2)C)C)C)C=C1)C(F)(F)F